trans-8-((4-(trifluoromethyl)cyclohexyl)oxy)-1,6-naphthyridin-5-ol FC([C@@H]1CC[C@H](CC1)OC1=CN=C(C=2C=CC=NC12)O)(F)F